6-((2-((3S,4R)-3-fluoro-4-hydroxy-3-methylpiperidin-1-yl)pyrimidin-4-yl)amino)-N-((3S,4S)-4-fluoropyrrolidin-3-yl)-4-isopropyl-2,7-naphthyridine-1-carboxamide trifluoroacetate FC(C(=O)O)(F)F.F[C@]1(CN(CC[C@H]1O)C1=NC=CC(=N1)NC=1C=C2C(=CN=C(C2=CN1)C(=O)N[C@H]1CNC[C@@H]1F)C(C)C)C